[Na+].C(=CC1=CC=CC=C1)C=CC(=O)[O-] styreneacrylic acid sodium salt